2-((3-chlorophenyl)amino)-N-(mesitylenesulfonyl)acetamide ClC=1C=C(C=CC1)NCC(=O)NS(=O)(=O)C1=C(C=C(C=C1C)C)C